C(#N)C1=C(C=C(C=C1)N1[C@H](O[C@@H](C1)C(=O)NC1=CC=NC=C1)C(F)(F)F)C(F)(F)F (2R,5S)-3-(4-Cyano-3-(trifluoromethyl)phenyl)-N-(pyridin-4-yl)-2-(trifluoromethyl)oxazolidin-5-carboxamid